4,5-dimethyl-3-hydroxy-2,5-dihydro-furan-2-one CC1=C(C(OC1C)=O)O